ClC1=CC=2C(=NSC2N2C(CN(CC2)C(=O)OC(C)(C)C)C(F)F)C(=C1C1=CC(=CC2=CC=CC=C12)OC)F tert-Butyl 4-(5-chloro-7-fluoro-6-(3-methoxynaphthalen-1-yl)benzo[c]isothiazol-3-yl)-3-(difluoromethyl)piperazine-1-carboxylate